6-chloro-5-(1-(4-chlorophenyl)-1,2,5,6-tetrahydropyridin-4-yl)-3-benzyloxy-pyridine ClC1=C(C=C(C=N1)OCC1=CC=CC=C1)C1=CCN(CC1)C1=CC=C(C=C1)Cl